CN1N=C(C(=C1)NC1=NC=CC(=N1)C1=CC=CC(=N1)C1=NOC(=C1)[C@]1(C(N(CC1)C)=O)O)C (R)-3-(3-(6-(2-((1,3-Dimethyl-1H-pyrazol-4-yl)amino)pyrimidin-4-yl)pyridin-2-yl)isoxazol-5-yl)-3-hydroxy-1-methylpyrrolidin-2-one